CC1(COCCOC1)COC1=CC=C(C=C1)C=1C=C(C(NC1C(F)(F)F)=O)C(=O)N 5-(4-((6-methyl-1,4-dioxepan-6-yl)methoxy)phenyl)-2-oxo-6-(trifluoromethyl)-1,2-dihydropyridine-3-carboxamide